C(C)(C)(C)OC(NC1CN(C1)C1=CC=C2C(=N1)C(=C(N2)C=2C(=C(C=1N(C2)N=CN1)C)C)C(C)C)=O (1-(2-(7,8-dimethyl-[1,2,4]triazolo[1,5-a]pyridin-6-yl)-3-isopropyl-1H-pyrrolo[3,2-b]pyridin-5-yl)azetidin-3-yl)carbamic acid tert-butyl ester